(R)-(1-(((3-(2-cyano-3-(dimethylamino)-3-oxoprop-1-en-1-yl)phenylethoxy)carbonyl)Amino)-2-(p-tolyl)ethyl)boronic acid C(#N)C(=CC=1C=C(C=CC1)CCOC(=O)N[C@@H](CC1=CC=C(C=C1)C)B(O)O)C(=O)N(C)C